C(C)(C)(C)OC(NCCS)=O (2-sulfanylethyl)carbamic acid tert-butyl ester